C(#N)C1=CC=C(C=C1)B(O)O Para-cyanophenylboronic acid